1-acetyl-5-methoxy-N-(3-(1-methyl-1H-pyrazol-4-yl)phenyl)-1H-indole-3-carboxamide C(C)(=O)N1C=C(C2=CC(=CC=C12)OC)C(=O)NC1=CC(=CC=C1)C=1C=NN(C1)C